lead cesium fluoride [F-].[Cs+].[Pb+2].[F-].[F-]